4-(methoxycarbonyl)-5-oxo-2,5-dihydrofuran-3-ol sodium salt [Na].COC(=O)C1=C(COC1=O)O